C(#C)C=1C=CC(N(C1)CC(=O)C=1C=NN(C1C)CC=1C=C(C(=O)O)C=CC1)=O 3-((4-(2-(5-ethynyl-2-oxopyridin-1(2H)-yl)acetyl)-5-methyl-1H-pyrazol-1-yl)methyl)benzoic acid